OC1COC(C(C1O)O)C 3,4,5-trihydroxy-6-methyltetrahydro-2H-pyran